NCCCCO[Si](OC)(OC)C 3-Aminopropylmethyltrimethoxysilane